C(C)(C)(C)OC(=O)N1C[C@H](CC1)N1N=C(C(=C1NCC)C(N)=O)C#CC1=CC(=CC(=C1)OC)OC (S)-3-(5-ethylamino-4-carbamoyl-3-((3,5-dimethoxyphenyl)ethynyl)-1H-pyrazol-1-yl)pyrrolidine-1-carboxylic acid tert-butyl ester